C(CC=C)N1C(=CC=C1)C(=O)C1=CC=CC=C1 (1-(but-3-en-1-yl)-1H-pyrrol-2-yl)(phenyl)methanone